FC1(C(C(C(C(C(C(C(=O)N)(F)F)(F)F)(F)F)(F)F)(F)F)(O1)F)F epoxyperfluoro-octanamide